C1CC(=O)N(C1=O)OC(=O)OCCS(=O)(=O)CCOC(=O)ON2C(=O)CCC2=O bis[2-(N-succinimidyl-oxycarbonyloxy)ethyl] sulfone